BrC1=CC=C(C(=N1)C)O[C@@H]1C[C@H](CCC1)C(=O)OC(C)C |r| (+/-)-isopropyl (1S,3S)-3-((6-bromo-2-methylpyridin-3-yl)oxy)cyclohexane-1-carboxylate